8-((3-((4-chloro-3-(trifluoromethyl)phenyl)sulfonamido)-5-methylpyridin-2-yl)oxy)quinolin ClC1=C(C=C(C=C1)S(=O)(=O)NC=1C(=NC=C(C1)C)OC=1C=CC=C2C=CC=NC12)C(F)(F)F